C(C)(C)(C)C1(CC=C(C=C1)C(=O)C(=O)C1=CC=CC=C1)C(C)(C)C 4,4-di-tert-butylbenzil